FC(C(C(F)(F)F)=O)(F)F Hexafluoroisopropanal